ClC1=C(C(=NC=C1)F)C(CC(=O)O)(F)F 4-chloro-β,β,2-trifluoro-3-pyridinepropanoic acid